SCC(CO)O 3-sulfydryl-1,2-propanediol